Cl.C1(CC1)NC(=O)NC=1C=C(C=2N(C1)C(=C(N2)C)C)NCC2=C(C=CC=C2C)C 1-cyclopropyl-3-(8-((2,6-dimethylbenzyl)amino)-2,3-dimethylimidazo[1,2-a]pyridin-6-yl)urea hydrochloride